NC1=C2C(=NC=N1)N(N=C2C2=CC=C(C=C2)OC2=CC=CC=C2)C2CCN(CC2)C(CN2CC1(C2)CCC(CC1)OC=1C=C2C(N(C(C2=CC1)=O)C1C(NC(CC1)=O)=O)=O)=O 5-[[2-[2-[4-[4-amino-3-(4-phenoxyphenyl)pyrazolo[3,4-d]pyrimidin-1-yl]-1-piperidyl]-2-oxo-ethyl]-2-azaspiro[3.5]nonan-7-yl]oxy]-2-(2,6-dioxo-3-piperidyl)isoindoline-1,3-dione